FC1=CC=C(C=C1)C(C(=O)O[Li])N1CC(C1)OC(F)(F)F lithio 2-(4-fluorophenyl)-2-[3-(trifluoromethoxy)azetidin-1-yl]acetate